5-(2-(4-(1-acryloylazetidin-3-yl)piperazin-1-yl)-2-oxoethylamino)-2,4-dichlorobenzonitrile C(C=C)(=O)N1CC(C1)N1CCN(CC1)C(CNC=1C(=CC(=C(C#N)C1)Cl)Cl)=O